O=C1NC(CCC1N1C(C2=CC=CC(=C2C1=O)NCCCCCC(=O)NC=1C(=CC(=C(C(=O)NC2=NC(=CC=C2)C2=NN=CN2C(C)C)C1)F)F)=O)=O 5-(6-((2-(2,6-dioxopiperidin-3-yl)-1,3-dioxoisoindolin-4-yl)amino)hexanamido)-2,4-difluoro-N-(6-(4-isopropyl-4H-1,2,4-triazol-3-yl)pyridin-2-yl)benzamide